2-(4-((5-Cyclopropyl-3-(3,5-dichloropyridin-4-yl)isoxazol-4-yl)methoxy)bicyclo[2.2.2]octan-1-yl)-8-((tetrahydrofuran-3-yl)oxy)chinolin C1(CC1)C1=C(C(=NO1)C1=C(C=NC=C1Cl)Cl)COC12CCC(CC1)(CC2)C2=NC1=C(C=CC=C1C=C2)OC2COCC2